2-(4-(3-(methoxyimino)-3-(4-(trifluoromethoxy)phenyl)propyl)-2,6-dimethylphenoxy)-2-methyl-propanoic acid CON=C(CCC1=CC(=C(OC(C(=O)O)(C)C)C(=C1)C)C)C1=CC=C(C=C1)OC(F)(F)F